FC=1C(=NC=C(C1)C(F)(F)F)C1=CC=C(C=C1)CO [4-[3-fluoro-5-(trifluoromethyl)-2-pyridyl]phenyl]methanol